2,5-dichloro-N-(2-(((R)-1-((5S,7R)-5,7-dimethyl-4-oxo-1,3,6,2-dioxathiaborocan-2-yl)-3-methylbutyl)amino)-2-oxoethyl)benzamide ClC1=C(C(=O)NCC(=O)N[C@@H](CC(C)C)B2OC[C@H](S[C@H](C(O2)=O)C)C)C=C(C=C1)Cl